N-(2-((4-(2-Aminoethyl)phenyl)carbamoyl)-4,5-dimethoxyphenyl)-4-oxo-4H-chromene-2-carboxamide trifluoroacetate FC(C(=O)O)(F)F.NCCC1=CC=C(C=C1)NC(=O)C1=C(C=C(C(=C1)OC)OC)NC(=O)C=1OC2=CC=CC=C2C(C1)=O